CC1=C(C(=C(C=C1)NC(C(C)N1C=C(C2=CC(=CC=C12)S(=O)(=O)N1CCCCC1)C)=O)C)N1CCN(CC1)C(=O)OC(C)(C)C tert-butyl 4-[2,6-dimethyl-5-[2-[3-methyl-5-(1-piperidylsulfonyl) indol-1-yl]propanoylamino] phenyl]piperazine-1-carboxylate